FN1C=C(C(C2=CC=CC=C12)=O)C(=O)O fluoro-4-oxo-1,4-dihydroquinoline-3-carboxylic acid